dimethyl-methoxy-3-(2-aminoethyl-thio)propyl-silane C[Si](CCCSCCN)(OC)C